5-((3-(6-phenyl-5,6-dihydrocyclopenta[c]pyrazol-2(4H)-yl)cyclopentyl)ethynyl)pyrimidin-2-amine C1(=CC=CC=C1)C1CCC=2C1=NN(C2)C2CC(CC2)C#CC=2C=NC(=NC2)N